BrC1=CC=C(C=C1)C(O)P(C1=CC=CC=C1)(C1=CC=CC=C1)=O (4-bromophenyl-(hydroxy)methyl)diphenyl-phosphorus oxide